CC=1C=CC=C2C(NC(=NC12)CSCC1CCOCC1)=O 8-Methyl-2-((((tetrahydro-2H-pyran-4-yl)methyl)thio)methyl)quinazolin-4(3H)-one